IC=1C=NN(C1)C(=O)OC(C)(C)C tert-butyl 4-iodopyrazole-1-carboxylate